NC1=C(C=C(C=N1)C=1C=C2N(N1)CCC21CN(C1)C(=O)N[C@@H](C)C1=C(C=NC=C1)Cl)C(F)(F)F 2'-[6-amino-5-(trifluoromethyl)pyridin-3-yl]-N-[(1S)-1-(3-chloropyridin-4-yl)ethyl]-5',6'-dihydrospiro[azetidine-3,4'-pyrrolo[1,2-b]pyrazole]-1-carboxamide